(R)-2-(benzofuran-3-yl)-1-(2-(4,5-dihydro-2H,3'H-spiro[furan-3,1'-isobenzofuran]-5'-yl)acetamido)ethylboronic acid O1C=C(C2=C1C=CC=C2)C[C@H](NC(CC=2C=C1COC3(C1=CC2)COCC3)=O)B(O)O